BrNC(C)=O N-bromoacetylamine